C(CC)O[Si](O[Si](OCCC)(OCCC)CCCN([Si](C)(C)C)[Si](C)(C)C)(OCCC)CCCN([Si](C)(C)C)[Si](C)(C)C ((1,1,3,3-tetrapropoxydisiloxane-1,3-diyl)bis(propane-3,1-diyl))bis(1,1,1-trimethyl-N-(trimethylsilyl)silanylamine)